2-(4-(2-aminoethyl)phenyl)-4-(morpholinomethyl)quinoline-7-carbonitrile NCCC1=CC=C(C=C1)C1=NC2=CC(=CC=C2C(=C1)CN1CCOCC1)C#N